N-(6-fluoroisoquinolin-8-yl)-1,1-diphenylmethanimine FC=1C=C2C=CN=CC2=C(C1)N=C(C1=CC=CC=C1)C1=CC=CC=C1